FC=1C=C(C=C(C1)F)[C@H]1CC(N(C1)CC1=C(C=NC=C1)CCCF)=O (R)-4-(3,5-difluorophenyl)-1-((3-(3-fluoropropyl)pyridin-4-yl)methyl)pyrrolidin-2-one